N[C@H]1CN(CCC1)C(=O)C1=NN(C(=C1)C1=CC=C(C#N)C=C1)C1=CC=C(C=C1)C(C)C (R)-4-(3-(3-aminopiperidine-1-carbonyl)-1-(4-isopropylphenyl)-1H-pyrazol-5-yl)benzonitrile